CNCCCN1N=CC2=CC(=CC=C12)NC1=CC=C(C=C1)N1CCC(CC1)C(F)(F)F 1-(3-(Methylamino)propyl)-N-(4-(4-(trifluoromethyl)piperidin-1-yl)phenyl)-1H-indazol-5-amine